4-amino-1-((2R,4S,5R)-4-(benzyloxy)-5-((benzyloxy)methyl)-5-(fluoromethyl)tetrahydrofuran-2-yl)-5-fluoropyrimidin-2(1H)-one NC1=NC(N(C=C1F)[C@@H]1O[C@]([C@H](C1)OCC1=CC=CC=C1)(CF)COCC1=CC=CC=C1)=O